C(C)(=O)C(C(=O)OC)C/C(/CC\C=C(\CCC=C(C)C)/C)=C/CO methyl (4E,7e)-2-acetyl-4-(2-hydroxyethylidene)-8,12-dimethyltrideca-7,11-dienoate